diphenylmethylenebis(cyclopentadienyl)hafnium dichloride [Cl-].[Cl-].C1(=CC=CC=C1)C(C1=CC=CC=C1)=[Hf+2](C1C=CC=C1)C1C=CC=C1